6-(3-((Benzyloxy)methyl)-4-ethyl-5-oxo-4,5-dihydro-1H-1,2,4-triazol-1-yl)-N-(2-chloro-6-fluorophenyl)-5-fluoro-2-(isopropylamino)nicotinamide C(C1=CC=CC=C1)OCC1=NN(C(N1CC)=O)C1=NC(=C(C(=O)NC2=C(C=CC=C2F)Cl)C=C1F)NC(C)C